4-[2-(2-ethoxyphenylamino)-1-hydroxyethyl]-1,3-dihydroimidazol-2-one C(C)OC1=C(C=CC=C1)NCC(O)C=1NC(NC1)=O